5-bromo-1-(1-(2,5-dimethyl-1-((tetrahydro-2H-pyran-4-yl)methyl)-1H-pyrrol-3-yl)-1-oxopropan-2-yl)pyridin-2(1H)-one BrC=1C=CC(N(C1)C(C(=O)C1=C(N(C(=C1)C)CC1CCOCC1)C)C)=O